[Pd].NC1=C(C=CC=C1)C1=C(C=CC=C1)CS(=O)(=O)OC1(CCCCC1)P(C1=C(C(=CC=C1OC)OC)C1=C(C=C(C=C1C(C)C)C(C)C)C(C)C)C1CCCCC1 [2-(2-aminophenyl)phenyl]methanesulfonyloxy-dicyclohexyl-[3,6-dimethoxy-2-(2,4,6-triisopropylphenyl)phenyl]phosphine palladium